FC1=CC=C(C=C1)NC(=O)C1(CCC1)C(=O)N N'-(4-fluorophenyl)cyclobutane-1,1-dicarboxamide